OC(CCCC(CC=C(C=O)C)C)(C)C 9-hydroxy-2,5,9-trimethyldec-2-enal